6-amino-5-((2,3-dichlorophenyl)thio)-3-methylpyrimidine-2,4(1H,3H)-dione NC1=C(C(N(C(N1)=O)C)=O)SC1=C(C(=CC=C1)Cl)Cl